Cl.F\C(=C/CN)\CN1C=NC2=C1C=C(C=C2C2=CC=C(C=C2)S(=O)(=O)N2CCOCC2)F (Z)-3-fluoro-4-(6-fluoro-4-(4-(morpholinosulfonyl)phenyl)-1H-benzo[d]imidazol-1-yl)but-2-en-1-amine hydrochloride